4-(3-Chloroanilino)-2'-[(2R)-3-{[5-(difluoromethoxy)-5,6,7,8-tetrahydroquinolin-4-yl]oxy}-2-methylpropyl]-2',3'-dihydrospiro[cyclohexane-1,1'-indene]-4-carboxylic acid methyl ester COC(=O)C1(CCC2(C(CC3=CC=CC=C23)C[C@H](COC2=CC=NC=3CCCC(C23)OC(F)F)C)CC1)NC1=CC(=CC=C1)Cl